The molecule is the simplest phosphine, consisting of a single phosphorus atom with three hydrogens attached. It has a role as a pesticide and a carcinogenic agent. It is a member of phosphanes, a phosphine and a mononuclear parent hydride. It is a conjugate base of a phosphonium. It is a conjugate acid of a phosphanide. P